ClC1=C(C=CC=C1)C=1N=C2C=3C=C(C=NC3C=CN2C1C1CC1)C=1C=NN(C1)C1CCC(CC1)NC(C)=O N-((1R,4R)-4-(4-(2-(2-Chlorophenyl)-3-cyclopropylimidazo[2,1-f][1,6]naphthyridin-9-yl)-1H-pyrazol-1-yl)cyclohexyl)acetamide